Di(pentadecan-7-yl) 3,3'-((((4-hydroxybutyl)azanediyl)bis(propane-3,1-diyl))bis(oxy))dipropionate OCCCCN(CCCOCCC(=O)OC(CCCCCC)CCCCCCCC)CCCOCCC(=O)OC(CCCCCC)CCCCCCCC